C(C)(=O)N1CCN(CC1)C=1C=C2CCCN(C2=CC1C(F)F)C=1C=2C=C(C(N(C2C=C(C1)N1CCOCC1)C)=O)C 6-(4-Acetylpiperazin-1-yl)-7-(difluoromethyl)-1',3'-dimethyl-7'-morpholino-3,4-dihydro-2H-[1,5'-biquinoline]-2'(1'H)-one